BrC=1C(=CC=C2C=C(C=C(C12)C1=C(C=2N=C(N=C(C2C=N1)N1C2CC(CC(C1)C2)O)OC[C@]21CCCN1C[C@@H](C2)F)F)O)F 6-(7-(8-bromo-7-fluoro-3-hydroxynaphthalen-1-yl)-8-fluoro-2-(((2r,7as)-2-fluorohexahydro-1H-pyrrolizin-7a-yl)methoxy)pyrido[4,3-d]pyrimidin-4-yl)-6-azabicyclo[3.2.1]octan-3-ol